N-(1-ethyl-2-oxo-1,2-dihydropyridin-3-yl)-4-((1-hydroxy-2-methylpropan-2-yl)amino)-2-(6-azaspiro[2.5]octan-6-yl)benzamide C(C)N1C(C(=CC=C1)NC(C1=C(C=C(C=C1)NC(CO)(C)C)N1CCC2(CC2)CC1)=O)=O